COC(=O)C=1C(=NSC1NC(NCCCCN1C=C(C=C1)O)=O)OCC1=C(C=CC(=C1)C(NC1CC1)=O)F 3-[[5-(cyclopropylcarbamoyl)-2-fluoro-phenyl]methoxy]-5-[4-[(3S)-3-hydroxypyrrol-1-yl]butylcarbamoylamino]isothiazole-4-carboxylic acid methyl ester